C(CCCCCCCCC)N(C(=O)N)CCCCCCCCCCCC N-decyl-N-dodecyl-urea